2,4-diacetylphenol C(C)(=O)C1=C(C=CC(=C1)C(C)=O)O